N-(4-fluorobenzenesulfonyl)-4-piperidone FC1=CC=C(C=C1)S(=O)(=O)N1CCC(CC1)=O